pentanoic acid anhydride C(CCCC)(=O)OC(CCCC)=O